butyl-thiourethane C(CCC)NC(=S)OCC